C(C)(C)N1N=CC(=C1)C1=NC(=NC=C1C)NC1=CC=C(CNC(C=CC(C2=CC=CC=C2)=O)=O)C=C1 N-(4-((4-(1-isopropyl-1H-pyrazol-4-yl)-5-methylpyrimidin-2-yl)amino)benzyl)-3-benzoylacrylamide